B(C1=C(C=CC(=C1)C)S(=O)(=O)NCC2=CC=CC=C2)(O)O 2-(N-BENZYLSULFAMOYL)-5-METHYLPHENYLBORONIC ACID